CC1=NC(=NC(=C1)C)N1C[C@@H]2[C@H](C1)CN(C2)C(=O)C=2C(=NN1C2C=CC=C1)C1=NC=CC=C1 ((3aR,6aS)-5-(4,6-dimethylpyrimidin-2-yl)hexahydropyrrolo[3,4-c]pyrrol-2(1H)-yl)(2-(pyridin-2-yl)pyrazolo[1,5-a]pyridin-3-yl)methanone